2,5-bis[2-(9H-carbazole-9-yl)phenyl]-1,3,4-oxadiazole C1=CC=CC=2C3=CC=CC=C3N(C12)C1=C(C=CC=C1)C=1OC(=NN1)C1=C(C=CC=C1)N1C2=CC=CC=C2C=2C=CC=CC12